FC1(OC2=C(O1)C=C(C(=C2)NC2=NC=C1N(C(N(C1=N2)C2(CCOCC2)C#N)=O)C)C)F 4-(2-((2,2-difluoro-6-methylbenzo[d][1,3]dioxol-5-yl)amino)-7-methyl-8-oxo-7,8-dihydro-9H-purin-9-yl)tetrahydro-2H-pyran-4-carbonitrile